N1N=CC=C1C1=CC=C(C=C1)[C@H](C)C1OCCC(C1)N1C[C@@H](CC1)OC1=CC(=CC=C1)C(F)(F)F ((S)-1-(4-(1H-Pyrazol-5-yl)phenyl)ethyl)-4-((R)-3-(3-(trifluoromethyl)phenoxy)pyrrolidin-1-yl)tetrahydro-2H-pyran